N[C@H](C(=O)N[C@@H](C)C(NC1=C(C=C(C=C1)CO)F)=O)C(C)C (2S)-2-amino-N-[(1S)-1-{[2-fluoro-4-(hydroxymethyl)phenyl]carbamoyl}ethyl]-3-methylbutanamide